(2S,5R)-5-Phenyl-pyrrolidine-2-acetic acid C1(=CC=CC=C1)[C@H]1CC[C@H](N1)CC(=O)O